5-amino-2,4-dimethylindazole-6-carboxylic acid NC1=C(C2=CN(N=C2C=C1C(=O)O)C)C